Cl.N[C@@H]1C[C@H](C1)N1C(C(=CC2=C1N=C(N=C2)NCC2CC2)C=2C(=C(C=CC2F)NS(=O)(=O)N2C[C@@H](CC2)F)F)=O (3R)-N-[3-[8-(trans-3-aminocyclobutyl)-2-(cyclopropylmethylamino)-7-oxopyrido[2,3-d]pyrimidin-6-yl]-2,4-difluorophenyl]-3-fluoropyrrolidine-1-sulfonamide hydrochloride